N-((2-(2,6-dioxopiperidin-3-yl)-1-oxoisoindolin-5-yl)methyl)-2,2-difluoro-2-(3-(2-hydroxyethoxy)phenyl)acetamide Bis(2-Ethylhexyl)Terephthalate C(C)C(COC(C1=CC=C(C(=O)OCC(CCCC)CC)C=C1)=O)CCCC.O=C1NC(CCC1N1C(C2=CC=C(C=C2C1)CNC(C(C1=CC(=CC=C1)OCCO)(F)F)=O)=O)=O